NC1=C2N=C(N=C2N(C=N1)CC1=C(C=NC=C1Cl)Cl)C1CCS(CC1)(=O)=O 4-(6-amino-3-((3,5-dichloropyridin-4-yl)methyl)-3H-purin-8-yl)tetrahydro-2H-thiopyran 1,1-dioxide